N-methoxymethylamine hydrochloride Cl.CONC